C(C=C)(=O)OC(C)CCC s-pentyl acrylate